(5-methyl-2-oxo-1,3-dioxol-4-yl)methyl-(4-chloro-4-oxo-butyl)-N-methyl-carbamate CC1=C(OC(O1)=O)COC(N(C)CCCC(=O)Cl)=O